N[C@H](C(C(=O)NC1CCCCC1)=O)CCC (3S)-3-amino-N-cyclohexyl-2-oxocaproamide